[Ti].[Ni] Nickel Titanium